CN(C1(CCC2(CNC(N2CC2(CCC2)C#N)=O)CC1)C1=CC=CC=C1)C 1-((cis-8-(dimethylamino)-2-oxo-8-phenyl-1,3-diazaspiro[4.5]decan-1-yl)methyl)cyclobutanenitrile